FC=1C=CC(=C(C(=O)NCC2=CC(=C(C=C2)OC)OCC#C)C1)N1CCOCC1 5-fluoro-N-(4-methoxy-3-(prop-2-yn-1-yloxy)benzyl)-2-morpholinobenzamide